P(=O)(O)(O)O.ClC=1C(=C(C(=C(C1O)O)Cl)Cl)Cl.ClC=1C(=C(C(=C(C1O)O)Cl)Cl)Cl.ClC=1C(=C(C(=C(C1O)O)Cl)Cl)Cl tris(tetrachloro-1,2-benzenediol) phosphate